C(C)OC(=O)C1=C(N(C2=CC=C(C=C12)OCC(CN1CC2=CC(=C(C=C2CC1)OC)OC)O)C1=C(C=CC=C1)C)C 5-[2-hydroxy-3-(6,7-dimethoxy-1,2,3,4-tetrahydroisoquinolin-2-yl)-propoxy]-2-methyl-1-(methylphenyl)indole-3-carboxylic acid ethyl ester